CC1=NC2=CC=C(C=C2NC1=O)C(=O)OC methyl 2-methyl-3-oxo-3,4-dihydroquinoxaline-6-carboxylate